6-{[(S)-[1-(bicyclo[1.1.1]pentan-1-yl)-1H-1,2,3-triazol-4-yl](2-methyl-1-oxo-1,2-dihydroisoquinolin-5-yl)methyl]amino}-8-chloro-4-[(2,2-dimethylpropyl)amino]quinoline-3-carbonitrile C12(CC(C1)C2)N2N=NC(=C2)[C@H](C2=C1C=CN(C(C1=CC=C2)=O)C)NC=2C=C1C(=C(C=NC1=C(C2)Cl)C#N)NCC(C)(C)C